COC(=O)C1CC(C1)C(NC1=C(C=C(C(=C1)OC)Br)I)=O 3-[(4-bromo-2-iodo-5-methoxy-phenyl)carbamoyl]-cyclobutanecarboxylic acid methyl ester